2,2-Diethyltetrahydro-4H-pyran-4-one C(C)C1(OCCC(C1)=O)CC